(S)-2-amino-4-(methylsulfonyl)butanoic acid N[C@H](C(=O)O)CCS(=O)(=O)C